C(C)(C)(C)OC(=O)N1C[C@H](OCC1)COC1=NOC(=C1C1=CC=2N(C=C1)N=C(C2)NC(=O)C2CC2)C.C(C=C([2H])[2H])(=O)N acrylamide-3,3-d2 tert-butyl-(S)-2-(((4-(2-(cyclopropanecarboxamido)pyrazolo[1,5-a]pyridin-5-yl)-5-methylisoxazol-3-yl)oxy)methyl)morpholine-4-carboxylate